C([C@H](C(=O)[O-])[NH3+])O The molecule is a serine zwitterion obtained by transfer of a proton from the carboxy to the amino group of D-serine. It is an enantiomer of a L-serine zwitterion. It is a tautomer of a D-serine.